(1S,3aS,6aR)-N-((R)-1-cyano-2-((R)-2-oxopiperidin-3-yl)ethyl)-4,4-difluoro-2-(9-hydroxy-9H-fluorene-9-carbonyl)octahydrocyclopenta[c]pyrrole-1-carboxamide C(#N)[C@@H](C[C@@H]1C(NCCC1)=O)NC(=O)[C@H]1N(C[C@@H]2[C@H]1CCC2(F)F)C(=O)C2(C1=CC=CC=C1C=1C=CC=CC21)O